Dibenzyl (2R)-2,5-dihydro-1H-pyrrole-1,2-dicarboxylate N1([C@H](C=CC1)C(=O)OCC1=CC=CC=C1)C(=O)OCC1=CC=CC=C1